C(C1=CC=CC=C1)NC1CC2C(COC2)C1 N-benzyl-hexahydro-1H-cyclopenta[c]furan-5-amine